1-(2-(3-(difluoromethoxy)-5-fluorobenzyl)pyridin-4-yl)-1,5,6,7-tetrahydro-4H-pyrazolo[4,3-c]pyridin-4-one FC(OC=1C=C(CC2=NC=CC(=C2)N2N=CC=3C(NCCC32)=O)C=C(C1)F)F